Ethyl (S)-3-((tert-butoxycarbonyl)amino)-3-(2'-chloro-5-cyclopropyl-4-fluoro-6'-(hex-5-en-1-yl)-[1,1'-biphenyl]-3-yl)propanoate C(C)(C)(C)OC(=O)N[C@@H](CC(=O)OCC)C=1C=C(C=C(C1F)C1CC1)C1=C(C=CC=C1CCCCC=C)Cl